[Ir].FC1=C(C(=NC=C1)C(F)(F)F)F.FC1=C(C(=NC=C1)C(F)(F)F)F.FC1=C(C(=NC=C1)C(F)(F)F)F tris(difluorotrifluoromethyl-pyridine) iridium